C(C)OC(=O)C1(CC1)NC(C1=C(C=C(C(=C1)N1C(N(C(N(C1=O)C)=S)C)=O)F)Cl)=O 1-[[2-chloro-5-(3,5-dimethyl-2,6-dioxo-4-thioxo-1,3,5-triazin-1-yl)-4-fluoro-benzoyl]amino]cyclopropanecarboxylic acid ethyl ester